(E)-4-(5-(4,4-difluoropiperidine-1-carbonyl)-1H-benzo[d]imidazol-1-yl)-N-((dimethylamino)methylene)benzamide FC1(CCN(CC1)C(=O)C1=CC2=C(N(C=N2)C2=CC=C(C(=O)/N=C/N(C)C)C=C2)C=C1)F